BrC=1C=CC(=C(C(=O)[O-])C1)[N+](=O)[O-] 5-bromo-2-nitrobenzoate